ClC1=CC=2N(CN(S(C2N=C1)(=O)=O)[C@@H]([C@H](C)C1=C(C(=CC=C1F)C)C)C=1OC(NN1)=O)C 6-chloro-2-[(1S,2R)-2-(6-fluoro-2,3-dimethylphenyl)-1-(5-oxo-4H-1,3,4-oxadiazol-2-yl)propyl]-4-methyl-3H-1lambda6-pyrido[3,2-e][1,2,4]thiadiazine-1,1-dione